C(C)(C)(C)OC(=O)NC=1C=NC(=NC1)C=1C=NN(C1C(=O)OC)C methyl 4-(5-((tert-butoxycarbonyl) amino) pyrimidin-2-yl)-1-methyl-1H-pyrazole-5-carboxylate